CC1=CC=CC=2C3=C(OC21)C=CC(=C3)C(=O)NCC(=O)OC methyl (6-methyldibenzo[b,d]furan-2-carbonyl)glycinate